tert-butyl (R)-3-((N-methyl-4-(pyridin-3-yl)phenyl)sulfonamido)pyrrolidine-1-carboxylate CN1CC(=CC=C1)C1=CC=C(C=C1)S(=O)(=O)N[C@H]1CN(CC1)C(=O)OC(C)(C)C